C(C)(C)CC(C)([S@](=O)N[C@@H](C(C)C)C1=CC=C(C=C1)C(=O)NNC(C1=CC=CC=C1)=O)C isopropyl-(S)-N-((S)-1-(4-(2-benzoylhydrazine-1-carbonyl)phenyl)-2-methylpropyl)-2-methylpropane-2-sulfinamide